1-Tert-butyl 4-(5-methoxy-3-methyl-2-oxo-1H-benzimidazol-4-yl)-3,6-dihydro-2H-pyridine-1-carboxylate COC1=C(C2=C(NC(N2C)=O)C=C1)C=1CCN(CC1)C(=O)OC(C)(C)C